2-((1s,2s)-1-(2-cyanophenyl)-1-(1-(2-methoxyethyl)-5-methyl-1H-pyrazol-4-yl)propan-2-yl)-5-hydroxy-N-(isoxazol-4-yl)-1-methyl-6-oxo-1,6-dihydropyrimidine-4-carboxamide C(#N)C1=C(C=CC=C1)[C@H]([C@H](C)C=1N(C(C(=C(N1)C(=O)NC=1C=NOC1)O)=O)C)C=1C=NN(C1C)CCOC